FC=1C=C2C(=NC1)N(N=C2C2=NC(=C(C(=N2)N)N)N)CC2=C(C=CC=C2)F 2-{5-fluoro-1-[(2-fluorophenyl)methyl]-1H-pyrazolo[3,4-b]pyridin-3-yl}pyrimidine-4,5,6-triamine